1-[8-Chloro-7-fluoro-10-(3-methyl-1,2,4-oxadiazol-5-yl)-3,4-dihydropyrazino[1,2-b]indazol-2(1H)-yl]-2-hydroxyethan-1-on ClC=1C=C(C2=C3N(N=C2C1F)CCN(C3)C(CO)=O)C3=NC(=NO3)C